(2-amino-4,5-dimethyl-3-thienyl)-(4-chloro-3-fluoro-phenyl)methanone NC=1SC(=C(C1C(=O)C1=CC(=C(C=C1)Cl)F)C)C